methyl 7-(5-chloro-2-(2-(5,6-dicyano-2-methyl-4-oxo-7-(trifluoromethyl)quinazolin-3(4H)-yl)ethoxy)phenyl)thieno[3,2-b]pyridine-3-carboxylate ClC=1C=CC(=C(C1)C1=C2C(=NC=C1)C(=CS2)C(=O)OC)OCCN2C(=NC1=CC(=C(C(=C1C2=O)C#N)C#N)C(F)(F)F)C